(9Z)-1,1-dibutoxy-9-dodecene C(CCC)OC(CCCCCCC\C=C/CC)OCCCC